COC(=O)C=1C=C(C=2N(C1)N=C(C2C)C2=CC=1C(=NC=CC1)N2CC2CC2)OC 2-(1-(cyclopropylmethyl)-1H-pyrrolo-[2,3-b]pyridin-2-yl)-4-methoxy-3-methylpyrazolo[1,5-a]pyridine-6-carboxylic acid methyl ester